C1(=C(C=CC=C1)N1C(OC=C1)C(N)=O)N1C(OC=C1)C(N)=O N,N'-phenylenebis(2-carbamoyl-oxazoline)